N[C@@H](CCC(C)C)C(=O)O l-homoleucine